(6-chloro-2,3-dihydro-2-methyl-4H-1,4-benzoxazin-4-yl)[5-(4-morpholinyl)-3-pyridinyl]methanone ClC=1C=CC2=C(N(CC(O2)C)C(=O)C=2C=NC=C(C2)N2CCOCC2)C1